CS(=O)(=O)C=1C=CC=C(C#N)C1 5-methylsulfonyl-benzonitrile